CNC1CC(C1)O (1r,3r)-3-(methylamino)cyclobutan-1-ol